(5-(6-(4-(2-(trifluoromethyl)phenoxy)piperidin-1-yl)pyridazin-3-yl)-1,3,4-thiadiazol-2-yl)methyl acetate C(C)(=O)OCC=1SC(=NN1)C=1N=NC(=CC1)N1CCC(CC1)OC1=C(C=CC=C1)C(F)(F)F